BrC1=CC2=C(OC[C@H]3N2CCN(C3)C(=O)OC(C)(C)C)C=C1 (S)-tert-butyl 9-bromo-1,2,4a,5-tetrahydrobenzo[b]pyrazino[1,2-d][1,4]oxazine-3(4H)-carboxylate